N-((2S,3S)-4-(3,4-dihydroisoquinolin-2(1H)-yl)-2,3-dihydroxybutyl)-6-(trifluoromethyl)imidazo[1,2-a]pyridine-2-carboxamide C1N(CCC2=CC=CC=C12)C[C@@H]([C@H](CNC(=O)C=1N=C2N(C=C(C=C2)C(F)(F)F)C1)O)O